methyl (R)-2-amino-3-(4-fluorophenyl)propionate hydrochloride Cl.N[C@@H](C(=O)OC)CC1=CC=C(C=C1)F